[Cl-].[Cl-].C(CCC)C1=CC(C=C1)[Zr+3] (3-butylcyclopent-2,4-dien-1-yl)zirconium (IV) dichloride